C(OC1=CC=C(C=C1)[N+](=O)[O-])(OCCSSC1=NC=CC=C1)=O 4-nitrophenyl (2-(pyridin-2-yldisulfanyl)ethyl) carbonate